8-((4-(2-fluoro-6-(cyclopropylcarbamoyl)pyridin-3-yl)piperazin-1-yl)methyl)-7-fluoroimidazo[1,2-c]quinazolin-5(6H)-one FC1=NC(=CC=C1N1CCN(CC1)CC=1C=CC=2C=3N(C(NC2C1F)=O)C=CN3)C(NC3CC3)=O